3-[(2-methoxy-2-oxo-ethyl)amino]-3-(nitromethyl)azetidine-1-carboxylic acid tert-butyl ester C(C)(C)(C)OC(=O)N1CC(C1)(C[N+](=O)[O-])NCC(=O)OC